γ-Amino-beta-hydroxybutyric acid NCC(CC(=O)O)O